4-((5-nitro-1-(benzenesulfonyl)-1H-pyrrolo[2,3-b]pyridin-4-yl)amino)-1H-pyridine [N+](=O)([O-])C=1C(=C2C(=NC1)N(C=C2)S(=O)(=O)C2=CC=CC=C2)NC2=CCNC=C2